CCC(=O)OO.[Al] aluminum hydroxy methylacetate